tridecyl 3-((4-((2-(dimethylamino)ethyl)amino)-3-(2-octyldodecanamido)-4-oxobutyl)thio)propanoate CN(CCNC(C(CCSCCC(=O)OCCCCCCCCCCCCC)NC(C(CCCCCCCCCC)CCCCCCCC)=O)=O)C